dimethylcyclopentane CC1(CCCC1)C